NC1=CC(=CC(=N1)C(=O)NC1CC2=CC=CC=C2C1)NC1=CC=CC=2OCOC21 6-amino-4-(benzo[d][1,3]dioxol-4-ylamino)-N-(2,3-dihydro-1H-inden-2-yl)picolinamide